1,4-dimethylamino-1-neopentylpyridinium chloride [Cl-].CN[N+]1(CC=C(C=C1)NC)CC(C)(C)C